benzyl (3S)-3-[(1RS)-1,2-dihydroxyethyl]piperidine-1-carboxylate O[C@@H](CO)[C@@H]1CN(CCC1)C(=O)OCC1=CC=CC=C1 |&1:1|